C(C)(C)(C)OC(=O)N1[C@H](CN(CC1)C(=O)O)CO.NC(C(=O)NCCOCCO)=CC1=CSC=C1 2-amino-N-[2-(2-hydroxyethoxy)ethyl]-3-(thiophen-3-yl)propenamide tert-butyl-(2R)-2-(hydroxymethyl)piperazine-1,4-dicarboxylate